phenyl-pentalene oxide C1(=CC=CC=C1)C12C(C=C3C=CC=C13)O2